C(CC)(=O)N1C(CC2=CC=CC=C12)C(=O)O N-propionyl-indoline-2-carboxylic acid